methyl ((1r,4r)-4-(5-(6-(3-cyanopyrrolo[1,2-b]pyridazin-7-yl)-4-(isopropylamino)pyridin-3-yl)-1,3,4-thiadiazol-2-yl)cyclohexyl)carbamate C(#N)C1=CC=2N(N=C1)C(=CC2)C2=CC(=C(C=N2)C2=NN=C(S2)C2CCC(CC2)NC(OC)=O)NC(C)C